N-[3,3-difluoro-1-[1-[1-[(4-methoxyphenyl)methyl]-2,6-dioxo-3-piperidinyl]-3-methyl-2-oxo-benzimidazol-4-yl]-4-piperidinyl]-N-methyl-carbamic acid tert-butyl ester C(C)(C)(C)OC(N(C)C1C(CN(CC1)C1=CC=CC=2N(C(N(C21)C)=O)C2C(N(C(CC2)=O)CC2=CC=C(C=C2)OC)=O)(F)F)=O